[N+](=O)([O-])C1=C(C=CC=C1)S(=O)(=O)NC(OC(C)(C)C)=O Tert-butyl (2-nitrobenzene-1-sulfonyl)carbamate